ClC=1C=C(OC2C(C(C2(C)C)NC(=O)C=2C=NC(=CC2)N2CCC(CC2)CO)(C)C)C=CC1C#N N-[3-(3-chloro-4-cyano-phenoxy)-2,2,4,4-tetramethyl-cyclobutyl]-6-[4-(hydroxymethyl)-1-piperidyl]pyridine-3-carboxamide